BrCC1=C(C=CC=C1)OB(O)O 2-(bromomethyl)phenylboric acid